benzo[d][1,3]dioxan-4-carbaldehyde O1COC(C2=C1C=CC=C2)C=O